BrC=1C=C(C=C(C1)Br)NC(NC1=C(C(=O)NCC)C=CC(=C1)OC)=O 2-[3-(3,5-dibromophenyl)ureido]-4-methoxy-N-ethylbenzamide